CC=1C(=C(C(=O)C2=CC(=CC=C2)C)C=CC1)OC 3,3'-dimethyl-2-methoxy-benzophenone